cyclopropane-1-ol C1(CC1)O